4-((2-((2-cyclopropyl-1-(1-methylcyclopentyl)-2-oxoethyl)amino)-3,4-dioxocyclobut-1-en-1-yl)amino)-3-hydroxy-N,N-dimethylpicolinamide C1(CC1)C(C(C1(CCCC1)C)NC1=C(C(C1=O)=O)NC1=C(C(=NC=C1)C(=O)N(C)C)O)=O